C(=CC1=CC=CC=C1)C=1C(=C(C(=C(C1)OC1=C(C(=C(C(=C1)C=CC1=CC=CC=C1)C=CC1=CC=CC=C1)C=CC1=CC=CC=C1)C=CC1=CC=CC=C1)C=CC1=CC=CC=C1)C=CC1=CC=CC=C1)C=CC1=CC=CC=C1 tetrastyrylphenyl ether